dipalmitoyl-imidazolediamide C(CCCCCCCCCCCCCCC)(=O)NC(=O)C=1NC(=C(N1)C(=O)N)C(CCCCCCCCCCCCCCC)=O